NC1=NC=CC(=C1Cl)SC=1C=2N(C(=NC1)N1CCC3(C(C=4N(N=CC4Cl)C3)N)CC1)C=CN2 1-(8-((2-amino-3-chloropyridin-4-yl)thio)imidazo[1,2-c]pyrimidin-5-yl)-3'-chloro-4'H,6'H-spiro[piperidine-4,5'-pyrrolo[1,2-b]pyrazole]-4'-amine